Ethyl hydrogen (7,8-dichloro-4-(1H-imidazol-1-yl) quinolin-2-yl)methylphosphonate ClC1=CC=C2C(=CC(=NC2=C1Cl)CP(OCC)(O)=O)N1C=NC=C1